2,7-dimethyl-6-(oxacyclopentane-3-yloxy)-N-[(1R)-1-[3-(trifluoromethyl)phenyl]ethyl]-7H-pyrazolo[3,4-H]quinazolin-4-amine CC1=NC2=C3C(=C(C=C2C(=N1)N[C@H](C)C1=CC(=CC=C1)C(F)(F)F)OC1COCC1)N(N=C3)C